6-chloro-4-(phenylamino)nicotinamide ClC1=NC=C(C(=O)N)C(=C1)NC1=CC=CC=C1